BrC=1C=C(C2=C(N=C(O2)[C@H](C2CCC(CC2)(F)F)NC(OCC2=CC=CC=C2)=O)C1)F benzyl (S)-((5-bromo-7-fluorobenzo[d]oxazol-2-yl)(4,4-difluorocyclohexyl) methyl)carbamate